C(=O)(O)C1NCCCC1 2-carboxypiperidine